ClC1=C(C=C(C=C1)F)C1NC(C2=C3C(=CC(=C12)NC(C1=CC(=CC(=C1)C(F)(F)F)F)=O)SC(=N3)C)=O N-[6-(2-chloro-5-fluorophenyl)-2-methyl-8-oxo-7,8-dihydro-6H-[1,3]thiazolo[4,5-e]isoindol-5-yl]-3-fluoro-5-(trifluoromethyl)benzamide